9,11,13,15,17,19-hexahydroxyicosa-2,4,6-trienal OC(CC=CC=CC=CC=O)CC(CC(CC(CC(CC(C)O)O)O)O)O